COC1=CC=C(C=C1)C=1C2=CC=CC=C2C(=C2C=CC=CC12)C1=CC=CC=C1 9-(4-methoxyphenyl)-10-phenylanthracene